(5-(1-ethoxyvinyl)thiophen-2-yl)(tetrahydro-1H-pyrrolizin-7a(5H)-yl)methanol C(C)OC(=C)C1=CC=C(S1)C(O)C12CCCN2CCC1